FC=1C=C(C=CC1)NC(=O)N[C@](C)(CC)C(=O)O N-[(3-fluorophenyl)carbamoyl]-D-isovaline